NCC=1C=NC(=NC1)C1=C(C=C(C#N)C=C1)OC=1N(N=C(C1)C1=NC=CN=C1)C 4-[5-(aminomethyl)pyrimidin-2-yl]-3-(2-methyl-5-pyrazin-2-ylpyrazol-3-yl)oxybenzonitrile